OC=1C=C(C=CC1OC)C(CN1C(=CC(C=C1C)=O)C)=O (2-(3-hydroxy-4-methoxyphenyl)-2-oxoethyl)-2,6-dimethylpyridine-4(1H)-one